P1=[NH+]C=CC=C1.[PH4+] phosphonium (phosphazinium)